OCCN(C1=CC=C(C=C1)/C=C/C(=O)C1=CC=C(C=C1)NC(=O)C1=CC=NO1)C N-[4-[(E)-3-[4-[2-Hydroxyethyl(methyl)amino]phenyl]prop-2-enoyl]phenyl]-1,2-oxazole-5-carboxamide